C(C)(=O)OC1=COCO1 [1,3]dioxol-5-yl acetate